C[C@H]1N(CCOC1)C=1N=C2N(C(C1)=O)CC[C@H](N2CC2=CN=CO2)C(F)(F)F (S)-2-((R)-3-Methyl-morpholin-4-yl)-9-oxazol-5-ylmethyl-8-trifluoromethyl-6,7,8,9-tetrahydro-pyrimido[1,2-a]-pyrimidin-4-one